2-(2-bromonaphthalen-1-yl)-4-phenyl-6-(pyridin-2-yl)-1,3,5-triazine BrC1=C(C2=CC=CC=C2C=C1)C1=NC(=NC(=N1)C1=CC=CC=C1)C1=NC=CC=C1